(1R,5R,7R)-1,5-diallyl-4-hydroxy-8,8-dimethyl-7-(3-methylbut-2-en-1-yl)-3-((E)-3-(thiophen-2-yl)acryloyl)bicyclo[3.3.1]non-3-en-2,9-dione C(C=C)[C@@]12C(C(=C([C@@](C[C@H](C1(C)C)CC=C(C)C)(C2=O)CC=C)O)C(\C=C\C=2SC=CC2)=O)=O